C(=O)=C1NC2C(N1CCC(=O)OC)=CC=CC=C2 methyl 3-(2-carbonyl-3,3a-dihydrocyclohepta[d]imidazole-1(2H)-yl)propionate